(R)-4-(methyl-amino)-isochromane-7-carbonitrile CN[C@H]1COCC2=CC(=CC=C12)C#N